1,4-Dioxaspiro[4.5]decan-8-one oxime O1CCOC12CCC(CC2)=NO